ON[C@H](CCC(=O)O)C(=O)O R-hydroxyglutamic acid